1-azido-4-(7-Methoxy-1-methyl-β-carbolin-9-yl)butane N(=[N+]=[N-])CCCCN1C2=CC(=CC=C2C=2C=CN=C(C12)C)OC